C(C)(C)(C)[Si](OCCC(C(C)=O)C1=CC=CC=C1)(C1=CC=CC=C1)C1=CC=CC=C1 5-[tert-butyl-(diphenyl)silyl]oxy-3-phenyl-pentan-2-one